2-amino-N-(4-(benzylsulfanyl)phenyl)-2,3-dihydro-1H-indene-2-carboxamide hydrochloride Cl.NC1(CC2=CC=CC=C2C1)C(=O)NC1=CC=C(C=C1)SCC1=CC=CC=C1